9-bromo-4-(4-chlorophenyl)-2-(perfluoroethyl)imidazo[1,2-a][1,8]naphthyridine-8-carbohydrazide BrC1=C(N=C2N1C=1N=C(C=C(C1C=C2)C2=CC=C(C=C2)Cl)C(C(F)(F)F)(F)F)C(=O)NN